C(N)(=O)C1=CC=2N(C=C1)C(=CN2)C2=CC=CC(=N2)N[C@H]2CN(C[C@@H]2F)C(=O)OC(C)(C)C tert-butyl (3S,4S)-3-[[6-(7-carbamoylimidazo[1,2-a]pyridin-3-yl)-2-pyridyl]amino]-4-fluoro-pyrrolidine-1-carboxylate